FC1=CC=C(C=C1)C=1N=C(OC1C=1C2=C(N=CN1)OC(=C2)C2=CC=CC=C2)CCC(=O)OC Methyl 3-[4-(4-fluorophenyl)-5-{6-phenylfuro[2,3-d]pyrimidin-4-yl}-1,3-oxazol-2-yl]propanoate